N-benzyl-N-(2-methyl-1-naphthyl)oxamide C(C1=CC=CC=C1)N(C(=O)C(=O)N)C1=C(C=CC2=CC=CC=C12)C